CN1C2=C(OC[C@@H](C1=O)NC(=O)C=1N=C3N(C(=CC=C3)C(F)(F)F)C1)C=CC=C2 (S)-N-(5-methyl-4-oxo-2,3,4,5-tetrahydrobenzo[b][1,4]oxazepin-3-yl)-5-(trifluoromethyl)imidazo[1,2-a]pyridine-2-carboxamide